ClC=1C(=NC=CC1)/C=C/C=1C=CC(=C(C1)O)C(C)C (E)-5-[2-(3-chloropyridin-2-yl)vinyl]-2-isopropylphenol